CN(C1CCC(CC1)NC(=O)NCC(F)(F)F)C=1C2=C(N=CN1)NC=C2 1-((1r,4r)-4-(methyl(7H-pyrrolo[2,3-d]pyrimidin-4-yl)amino)cyclohexyl)-3-(2,2,2-trifluoroethyl)urea